FC(C=1C=C(C=CC1C=1C=NN(C1)C(C)C)C1=NNCOC1)F 5-{3-(difluoromethyl)-4-[1-(propan-2-yl)-1H-pyrazol-4-yl]phenyl}-3,6-dihydro-2H-1,3,4-oxadiazin